ClC1=CC(=NC=C1C(=O)C12CC(C1)(C2)C#N)Cl 3-(4,6-dichloronicotinoyl)bicyclo[1.1.1]Pentane-1-carbonitrile